[[(1R)-tetralin-1-yl]carbamoyl]pyrrolidine-1-carboxylate [C@H]1(CCCC2=CC=CC=C12)NC(=O)OC(=O)N1CCCC1